C1(=CC=CC=C1)C1=CN=C(O1)CCSC1=NC(=CC=N1)C(F)(F)F 2-{[2-(5-phenyl-1,3-oxazol-2-yl)ethyl]sulfanyl}-6-(trifluoromethyl)pyrimidin